C(=O)C1CC2CC(CC2C1)C(=O)OC methyl 5-formyl-1,2,3,3a,4,5,6,6a-octahydropentalene-2-carboxylate